BrC1=CC=C2C(OC(C2=C1)=O)CC1=CC(=C(C=C1)C)F 6-bromo-3-(3-fluoro-4-methylbenzyl)isobenzofuran-1(3H)-one